CC1=CC(=NN1C1=CC=C(CN2N=CC=3C2=NC(=NC3)C=3C(=NC=NC3S(=O)(=O)C)C)C=C1)C(F)(F)F 1-(4-(5-methyl-3-(trifluoromethyl)-1H-pyrazol-1-yl)benzyl)-6-(4-methyl-6-(methylsulfonyl)pyrimidin-5-yl)-1H-pyrazolo[3,4-d]pyrimidine